N-(3-Cyano-4-fluorophenyl)-11,11-difluoro-8-((2,2,2-trifluoroacetamido)methyl)-3,4,8,9,10,11-hexahydro-1H-pyrido[4',3':3,4]pyrazolo[1,5-a]azepine-2(7H)-carboxamide C(#N)C=1C=C(C=CC1F)NC(=O)N1CC=2C(=NN3C2C(CCC(C3)CNC(C(F)(F)F)=O)(F)F)CC1